CC1=CC=C(C=C1)S(=O)(=O)NC1CN(CC1)S(=O)(=O)C1=CC=C(C=C1)C N,1-di(4'-methyl-benzenesulfonyl)pyrrolidine-3-amine